4-(3-fluorophenyl)-12-methyl-16-[4-(2-methylbut-3-yn-2-yl)phenyl]-8,11,13,14,16-pentaaza-tetracyclo[8.6.0.02,7.011,15]Hexadec-1(10),2,4,6,8,12,14-heptaene FC=1C=C(C=CC1)C=1C=C2C=3N(C4=NN=C(N4C3C=NC2=CC1)C)C1=CC=C(C=C1)C(C)(C#C)C